p-tetrahydropyranyloxycarbonylmethoxystyrene O1C(CCCC1)OC(=O)COC1=CC=C(C=C)C=C1